ClC=1C=C(C2=C(N1)N(C=C2)C2CCCCC2)C=O 6-chloro-1-cyclohexyl-1H-pyrrolo[2,3-b]pyridine-4-carbaldehyde